ClC1=C(C(=O)P(C2=CC=C(C=C2)OCC)(C(C2=C(C(=C(C(=C2Cl)OC)OC)OC)Cl)=O)=O)C(=C(C(=C1OC)OC)OC)Cl bis(2,6-dichloro-3,4,5-Trimethoxybenzoyl)-4-ethoxyphenylphosphine oxide